bis(2,6-diethylphenyl)bis(methoxymethyl)silane C(C)C1=C(C(=CC=C1)CC)[Si](COC)(COC)C1=C(C=CC=C1CC)CC